4-(6-(2,5-difluorophenyl)-6-(1-methyl-2-oxo-1,2-dihydropyridin-3-yl)hexa-1,3-diyne-1-yl)-1-(2-(dimethylamino)ethyl)-1H-pyrrole FC1=C(C=C(C=C1)F)C(CC#CC#CC=1C=CN(C1)CCN(C)C)C=1C(N(C=CC1)C)=O